N-(ethoxymethyl)benzamide C(C)OCNC(C1=CC=CC=C1)=O